COC1=C(C(=C2C(=N1)N=CS2)OC)C2=CNC1=NC(=CC=C12)NC(=O)[C@H]1[C@@H](C1)CN1CCN(CC1)C trans-N-(3-(5,7-dimethoxythiazolo[4,5-b]pyridin-6-yl)-1H-pyrrolo[2,3-b]pyridin-6-yl)-2-((4-methylpiperazin-1-yl)methyl)cyclopropane-1-carboxamide